tert-Butyl 6-(4-(4-bromo-1H-imidazol-1-yl)phenyl)-1,6-diazaspiro[3.4]octane-1-carboxylate BrC=1N=CN(C1)C1=CC=C(C=C1)N1CC2(CCN2C(=O)OC(C)(C)C)CC1